Camphor C12(C(=O)CC(CC1)C2(C)C)C